N-(((S)-5-nitro-3-(tetrahydro-2H-pyran-4-yl)-3,4-dihydro-2H-benzo[b][1,4]oxazin-7-yl)sulfonyl)benzamide lithium isobutyrate C(C(C)C)(=O)[O-].[Li+].[N+](=O)([O-])C1=CC(=CC=2OC[C@@H](NC21)C2CCOCC2)S(=O)(=O)NC(C2=CC=CC=C2)=O